FC=1C=C2N=CC=3N(C(N4C[C@@H](OC(=C2C34)C1C=1C=NC(=CC1)OCCCN1CCCCC1)CN1CCCCC1)=O)C (S)-6-fluoro-2-methyl-7-(6-(3-(piperidin-1-yl)propoxy)pyridin-3-yl)-9-(piperidin-1-ylmethyl)-9,10-dihydro-8-oxa-2,4,10a-triazanaphtho[2,1,8-cde]Azulene-1(2H)-one